N-[4-(difluoromethoxy)-2,5-difluorophenyl]-6-(methylsulfinyl)-1H-indole-3-sulfonamide FC(OC1=CC(=C(C=C1F)NS(=O)(=O)C1=CNC2=CC(=CC=C12)S(=O)C)F)F